(2R)-N-(4-tert-butyl-3-fluorophenyl)-2-(((2,6-dioxopiperidin-4-yl)acetyl)amino)-2-(4-(methoxymethyl)phenyl)acetamide C(C)(C)(C)C1=C(C=C(C=C1)NC([C@@H](C1=CC=C(C=C1)COC)NC(CC1CC(NC(C1)=O)=O)=O)=O)F